[1-(2-trimethylsilylethoxymethyl)imidazol-2-yl]chroman-6-ol C[Si](CCOCN1C(=NC=C1)C1OC2=CC=C(C=C2CC1)O)(C)C